2-(3-Fluorobicyclo[1.1.1]pentan-1-yl)-4,4-dimethylcyclohex-1-enecarbonitrile FC12CC(C1)(C2)C2=C(CCC(C2)(C)C)C#N